(1r,3r)-1-(methoxymethyl)-3-(3-(6-(1-methyl-1H-pyrazol-4-yl)pyrrolo[1,2-b]pyridazin-4-yl)-3,8-diazabicyclo[3.2.1]oct-8-yl)cyclobutane-1-carbonitrile COCC1(CC(C1)N1[C@H]2CN(CC1CC2)C=2C=1N(N=CC2)C=C(C1)C=1C=NN(C1)C)C#N